ClC1=CN(C=2N=C(N=C(C21)NC2CC2)NC2=C1C=NN(C1=CC=C2)CCS(=O)(=O)C)COCC[Si](C)(C)C 5-chloro-N4-cyclopropyl-N2-(1-(2-(methylsulfonyl)ethyl)-1H-indazol-4-yl)-7-((2-(trimethylsilyl)ethoxy)methyl)-7H-pyrrolo[2,3-d]pyrimidine-2,4-diamine